(((2R,4S)-1-acetyl-4-(3-ethoxy-4-methoxyphenyl)pyrrolidin-2-yl)methyl)-N5-ethylpyridine-2,5-dicarboxamide C(C)(=O)N1[C@H](C[C@H](C1)C1=CC(=C(C=C1)OC)OCC)CC=1C(=NC=C(C1)C(=O)NCC)C(=O)N